C(C1=CC=CC=C1)OC=1C=NC(=NC1)N1CCN(CCC1)C(=O)OC(C)(C)C tert-butyl 4-(5-(benzyloxy) pyrimidin-2-yl)-1,4-diazacycloheptane-1-carboxylate